potassium laurate silicate [Si]([O-])(O)(O)O.C(CCCCCCCCCCC)(=O)O.[K+]